N-(3-(2-((2-methoxy-4-(piperidin-4-ylamino)phenyl)amino)quinazolin-8-yl)phenyl)acrylamide 4-(hydroxy(phenyl)methyl)-2,2-dimethyloxazolidine-3-carboxylate OC(C1N(C(OC1)(C)C)C(=O)O)C1=CC=CC=C1.COC1=C(C=CC(=C1)NC1CCNCC1)NC1=NC2=C(C=CC=C2C=N1)C=1C=C(C=CC1)NC(C=C)=O